N1N=CC=2C1=NC=NC2S pyrazolo[3,4-d]pyrimidine-4-thiol